(S)-3-(4-(3-chlorophenyl)thiophen-2-yl)-3-(3-(1-methyl-4-oxo-2-oxo-1,2-dihydropyridin-3-yl)ureido)propanoic acid sodium salt [Na+].ClC=1C=C(C=CC1)C=1C=C(SC1)[C@H](CC(=O)[O-])NC(=O)NC1C(N(C=CC1=O)C)=O